4-iodo-3-methyl-1H-pyrrole-2-carboxylic acid ethyl ester C(C)OC(=O)C=1NC=C(C1C)I